2-[1'-(1H-indazole-5-carbonyl)-2-oxospiro[indole-3,4'-piperidin]-1-yl]-N-(2,2,2-trifluoroethyl)acetamide N1N=CC2=CC(=CC=C12)C(=O)N1CCC2(CC1)C(N(C1=CC=CC=C12)CC(=O)NCC(F)(F)F)=O